FC=1C=C(C=C(C1)F)C1CN(CCN1C(=O)N1CC2(CCCC2)C(CC1)CN1C=NC(=CC1=O)C1=CC=CC=C1)C(=O)[O-] 3-(3,5-difluorophenyl)-4-(10-((6-oxo-4-phenylpyrimidin-1(6H)-yl)methyl)-7-azaspiro[4.5]decane-7-carbonyl)piperazine-1-carboxylate